ClC1=C(OCC(=O)NC2=CC=C(C=C2)CC(=O)N2[C@]3(CCC2)C[C@H]2SCC[C@@H](N2C3=O)C(=O)N)C=CC(=C1)Cl (4R,7R,8aR)-1'-[2-[4-[[2-(2,4-dichlorophenoxy)acetyl]amino]phenyl]acetyl]-6-oxospiro[3,4,8,8a-tetrahydro-2H-pyrrolo[2,1-b][1,3]thiazine-7,2'-pyrrolidine]-4-carboxamide